(S)-indole-3-lactic acid N1C=C(C2=CC=CC=C12)C[C@@H](C(=O)O)O